[3-(4-Methylcyclohex-1-en-1-yl)-6-oxopyridazin-1(6H)-yl]acetic Acid CC1CC=C(CC1)C1=NN(C(C=C1)=O)CC(=O)O